CN1N=CC2=CC=CC(=C12)NC=1C2=C(N=CN1)C=NC(=C2)OC2CCN(CC2)C(C=C)=O 1-(4-((4-((1-methyl-1H-indazol-7-yl)amino)pyrido-[3,4-d]pyrimidin-6-yl)oxy)-piperidin-1-yl)prop-2-en-1-one